1-(3-(1-(prop-1-en-2-ylsulfonyl)azetidin-3-yl)-1-(4-(trifluoromethoxy)phenyl)-1H-pyrazolo[3,4-b]pyridin-4-yl)ethane-1,2-diol C=C(C)S(=O)(=O)N1CC(C1)C1=NN(C2=NC=CC(=C21)C(CO)O)C2=CC=C(C=C2)OC(F)(F)F